3'-Azido-2',3'-dideoxyguanosine-5'-monophosphate P(=O)(O)(O)OC[C@@H]1[C@H](C[C@@H](O1)N1C=NC=2C(=O)NC(N)=NC12)N=[N+]=[N-]